CN(C1CC(NC1)C(=O)O)C 4-(dimethylamino)pyrrolidine-2-carboxylic acid